C[C@H]1C[C@@]2(CCN1C(=O)OC(C)(C)C)OCC1(C3=C2SC=C3)SCCCS1 tert-butyl (6''S,7'R)-6''-methyl-5'H-dispiro[1,3-dithiane-2,4'-thieno[2,3-c]pyran-7',4''-piperidine]-1''-carboxylate